[W].[Nb] NIOBIUM-TUNGSTEN